NCCC[Si](C)(C)OCC 3-aminopropyl-(ethoxydimethylsilane)